COC1=CC=C(C(=N1)C)C1CCN(CC1)C(=O)OC(C)(C)C tert-butyl 4-(6-methoxy-2-methyl-3-pyridyl)piperidine-1-carboxylate